4-[(2S,4S)-1-[(5-methoxy-7-methyl-1H-indol-4-yl)methyl]-4-[(methylsulfamoyl)amino]piperidin-2-yl]benzoic acid COC=1C(=C2C=CNC2=C(C1)C)CN1[C@@H](C[C@H](CC1)NS(NC)(=O)=O)C1=CC=C(C(=O)O)C=C1